COCC1(CC2CCC(C1)N2)C 3-(methoxymethyl)-3-methyl-8-azabicyclo[3.2.1]octan